1-(2-(2,6-dimethylphenoxy)ethyl)-1-(2-((4-fluorobenzoyl)oxy)ethyl)azepan-1-ium CC1=C(OCC[N+]2(CCCCCC2)CCOC(C2=CC=C(C=C2)F)=O)C(=CC=C1)C